ClC1=CC(=C(C=C1)C=1C=CC(=NC1)C#N)C=O 5-(4-chloro-2-formylphenyl)pyridinecarbonitrile